O(C#N)C1=CC=C(C=C1)C1(C=2C=CC=CC2C(C2=CC=CC=C12)=O)C1=CC=C(C=C1)OC#N 10,10-bis(4-cyanatophenyl)anthracen-9(10H)-on